C(=O)O.C(=O)O.NCC1=CC(=C(C=C1)C=1N=C2SC3=C(N2C1)C=CC(=C3)C(=O)NCCCN3CCCCC3)C(F)(F)F 2-(4-(aminomethyl)-2-(trifluoromethyl)phenyl)-N-(3-(piperidin-1-yl)propyl)benzo[d]imidazo[2,1-b]thiazole-7-carboxamide diformate